BrC1=CC=C(C=C1)C=1C(=CC=C(C1)C)C1=CC(=CC(=C1)C)C 4''-bromo-3,4',5-trimethyl-1,1':2',1''-terphenyl